N,N'-bis(4-methoxyphenoxycarbonyl)-N,N'-dimethoxyhydrazine COC1=CC=C(OC(=O)N(N(OC)C(=O)OC2=CC=C(C=C2)OC)OC)C=C1